N-(4-fluorophenyl)-1-[1-(oxetane-3-carbonyl)-1,2,3,4-tetrahydroquinolin-6-yl]cyclobutane-1-carboxamide FC1=CC=C(C=C1)NC(=O)C1(CCC1)C=1C=C2CCCN(C2=CC1)C(=O)C1COC1